4,6-dichloro-N,N-dihexyl-1,3,5-triazin-2-amine CCCCCCN(CCCCCC)C1=NC(=NC(=N1)Cl)Cl